rel-N-[(1S)-1-(6-cyanopyridin-2-yl)ethyl]-2-(5,6-difluoro-4-methyl-2-oxo-1H-quinolin-3-yl)-2,2-difluoroacetamide C(#N)C1=CC=CC(=N1)[C@H](C)NC(C(F)(F)C=1C(NC2=CC=C(C(=C2C1C)F)F)=O)=O |o1:8|